4-((2-(3-chlorophenyl)-1-methyl-5-oxopyrrolidin-3-yl)methoxy)-2-cyclopropylpyrimidine-5-carbonitrile ClC=1C=C(C=CC1)C1N(C(CC1COC1=NC(=NC=C1C#N)C1CC1)=O)C